1-((7-(8-chloronaphthalen-1-yl)-2-(((S)-1-methylpyrrolidin-2-yl)methoxy)-5,6,7,8-tetrahydropyrido[3,4-d]pyrimidin-4-yl)(methyl)amino)but-3-en-2-ol ClC=1C=CC=C2C=CC=C(C12)N1CC=2N=C(N=C(C2CC1)N(CC(C=C)O)C)OC[C@H]1N(CCC1)C